3-((3-exo)-3-((8-((5-methyl-1H-pyrazol-3-yl)amino)-[1,2,4]triazolo[4,3-a]pyrazin-6-yl)amino)-8-azabicyclo[3.2.1]octan-8-yl)propionitrile CC1=CC(=NN1)NC=1C=2N(C=C(N1)NC1CC3CCC(C1)N3CCC#N)C=NN2